Ethyl (2S,3S)-3-(((S)-1-(isopentylamino)-4-methyl-1-oxopentan-2-yl)(methyl)carbamoyl)oxirane-2-carboxylate C(CC(C)C)NC([C@H](CC(C)C)N(C(=O)[C@@H]1[C@H](O1)C(=O)OCC)C)=O